[Pd-2](Cl)Cl.C(C)#N.C(C)#N bis(acetonitrile) palladium (0) dichloride